6-fluoro-N-(1-(pyridin-2-yl)ethyl)-N-((5-(trifluoromethyl)pyridin-2-yl)methyl)pyridine-3-sulfonamide FC1=CC=C(C=N1)S(=O)(=O)N(CC1=NC=C(C=C1)C(F)(F)F)C(C)C1=NC=CC=C1